COC=1C=C(C=CC1)C1=NN2C(=NC=3C=CC=CC3C2=N1)[C@](N)(C)C(=O)NC 2-[2-(3-methoxyphenyl)[1,2,4]triazolo[1,5-c]quinazolin-5-yl]-N-methyl-L-alaninamide